8-formyl-5-methoxynaphthalen-1-yl acetate C(C)(=O)OC1=CC=CC2=C(C=CC(=C12)C=O)OC